FC1(C(CNCC1C)CCN1C(C2=CC=CC=C2C1=O)=O)F 2-[2-(4,4-difluoro-5-methyl-3-piperidyl)ethyl]isoindoline-1,3-dione